C[C@H]1CC[C@@H](NC1)C=1C=CC2=C(N=CS2)C1 5-((2r,5s)-5-methylpiperidin-2-yl)benzo[d]thiazole